Methyl 4-(2-(4-(((tert-butoxycarbonyl)(2-phenylcyclopropyl)amino)methyl)piperidin-1-yl)ethyl)benzoate C(C)(C)(C)OC(=O)N(C1C(C1)C1=CC=CC=C1)CC1CCN(CC1)CCC1=CC=C(C(=O)OC)C=C1